2-(1-((4-carboxyphenyl)amino)-3-(3-hydroxy-3-methylcyclobutyl)-1-oxopropan-2-yl)-5-(3-chloro-6-(difluoromethyl)-2-fluorophenyl)pyridine 1-oxide C(=O)(O)C1=CC=C(C=C1)NC(C(CC1CC(C1)(C)O)C1=[N+](C=C(C=C1)C1=C(C(=CC=C1C(F)F)Cl)F)[O-])=O